C(CCCCCCC\C=C/CCCCCCCC)C(C(=O)O)CCCCCCCCCCCCCCCC.C(CCCCCCCCC)C(C(=O)O)(CCCCCCCCCCCCCCCC)CCCCCCCC\C=C/CCCCCCCCC1=NC=CC=C1.BrC=1C=C2N(N=CC(=C2N2CC3CCC(C2)N3C(=O)C3CC3)F)C1 (3-(6-bromo-3-fluoropyrrolo[1,2-b]pyridazin-4-yl)-3,8-diazabicyclo[3.2.1]oct-8-yl)(cyclopropyl)methanone Decylpyridineoleyl-stearate (oleyl-stearate)